C1(CC1)CCN1CC(OC2(C1)CCN(CC2)CCC2=CC=CC=C2)C 4-(2-cyclopropylethyl)-2-methyl-9-phenethyl-1-oxa-4,9-diazaspiro[5.5]undecane